ethyl (S)-3-amino-3-(3-(o-tolyloxy)phenyl)propanoate hydrochloride Cl.N[C@@H](CC(=O)OCC)C1=CC(=CC=C1)OC1=C(C=CC=C1)C